CS(=O)(=O)O[C@@H]1[C@@H](O[C@@H](C1)N1C(NC(C(=C1)C)=O)=O)COC(C1=CC=CC=C1)(C1=CC=CC=C1)C1=CC=CC=C1 (2S,3S,5S)-5-(5-methyl-2,4-dioxo-3,4-dihydropyrimidin-1(2H)-yl)-2-((trityloxy)methyl)tetrahydrofuran-3-yl methanesulfonate